4-Androstene-11β-ol-3,17-dione C[C@]12CCC(=O)C=C1CC[C@@H]3[C@@H]2[C@H](C[C@]4([C@H]3CCC4=O)C)O